C(C)(=O)OC1=CC(=NO1)CC1CCC(CC1)C=1C=NC(=NC1)OC {3-[4-(2-methoxypyrimidin-5-yl) cyclohexyl]Methyl-1,2-oxazol-5-yl} acetate